3-chloro-4-cyclopropyl-5-(6,8-difluoro-2-((tetrahydro-1H-pyrrolizin-7a(5H)-yl)methoxy)-4-(2,2,2-trifluoroethoxy)quinazolin-7-yl)phenol ClC=1C=C(C=C(C1C1CC1)C1=C(C=C2C(=NC(=NC2=C1F)OCC12CCCN2CCC1)OCC(F)(F)F)F)O